1-benzyl-3-ethylpiperidin-3-ol C(C1=CC=CC=C1)N1CC(CCC1)(O)CC